NC1=C2C(=NC=N1)NN=C2C=2N(C1=CC(=CC=C1C2Cl)C(=O)OC)COCC[Si](C)(C)C methyl 2-(4-amino-1H-pyrazolo[3,4-d]pyrimidin-3-yl)-3-chloro-1-((2-(trimethylsilyl) ethoxy) methyl)-1H-indole-6-carboxylate